5-(3-{4-[3-(dimethylamino) propyl]-2-fluorophenoxy} propyl)-1,3-thiazole-4-carboxylate CN(CCCC1=CC(=C(OCCCC2=C(N=CS2)C(=O)[O-])C=C1)F)C